N1,N1-dimethyl-N4-(5-methyl-2-(piperidin-1-yl)phenyl)benzene-1,4-disulfonamide CN(S(=O)(=O)C1=CC=C(C=C1)S(=O)(=O)NC1=C(C=CC(=C1)C)N1CCCCC1)C